ethyl 1-(5-chlorobenzofuran-2-carboxamido)piperidine-4-carboxylate ClC=1C=CC2=C(C=C(O2)C(=O)NN2CCC(CC2)C(=O)OCC)C1